O=C1N(C[C@@H](C1S(=O)(=O)C1=CC=CC=C1)CCC)C(C(=O)O)CC 2-((4S)-2-oxo-4-propyl-3-benzenesulfonylpyrrolidin-1-yl)butyric acid